CC1(OCCN(C1)CC(=O)NC=1C=C(C(=NC1)F)NC(=O)C=1C=C2C(=NC1)NC(=C2)C=2C=NN(C2)C)C N-(5-(2-(2,2-dimethylmorpholino)acetamido)-2-fluoropyridin-3-yl)-2-(1-methyl-1H-pyrazol-4-yl)-1H-pyrrolo[2,3-b]pyridine-5-carboxamide